C1(=CC=CC=C1)C(N)C1=CC=CC=C1 alpha-phenyl-benzenemethanamine